C(C)(=O)N1CCC2(C[C@@H](NC2=O)CCN2[C@H](CN(CC2)C2=CC=C(C=C2)F)C)CC1 (R)-8-acetyl-3-(2-((S)-4-(4-fluorophenyl)-2-methylpiperazin-1-yl)ethyl)-2,8-diazaspiro[4.5]decan-1-one